14-((3-((1r,4r)-4-(4-chlorophenyl)cyclohexyl)-1,4-dioxo-1,4-dihydronaphthalen-2-yl)oxy)-l-4-oxotetradecanoic acid ClC1=CC=C(C=C1)C1CCC(CC1)C1=C(C(C2=CC=CC=C2C1=O)=O)OCCCCCCCCCCC(CCC(=O)O)=O